C(C)(C)(C)OC(NC=1N=NC(=CC1)C(=O)N1CC(C1)OC)=O N-[6-(3-methoxyazetidine-1-carbonyl)pyridazin-3-yl]carbamic acid tert-butyl ester